4-(1-piperidinyl)benzoic acid azide N1(CCCCC1)C1=CC=C(C(=O)N=[N+]=[N-])C=C1